N1CC(C1)CN1CC(C1)OCC(=O)OCC ethyl 2-[1-(azetidin-3-ylmethyl)azetidin-3-yl]oxyacetate